OC=1C(=NC=CC1NC=1C(C(C1N[C@@H](C1=NC=CC=C1C)C1(CCCC1)C)=O)=O)C(=O)N1CCOCC1 (R)-3-((3-hydroxy-2-(morpholine-4-carbonyl)pyridin-4-yl)amino)-4-(((1-methylcyclopentyl)(3-methylpyridin-2-yl)methyl)amino)cyclobut-3-ene-1,2-dione